4-[6-(2,6-difluoro-4-pyridyl)-5-methyl-7,8-dihydro-5H-pyrido[4,3-d]pyrimidin-2-yl]thiazole FC1=NC(=CC(=C1)N1C(C2=C(N=C(N=C2)C=2N=CSC2)CC1)C)F